CN(C(C=C)=O)CCOC1=NC=CN=C1NC1=CC=C(C=C1)C(F)(F)F N-methyl-N-(2-((3-((4-(trifluoromethyl)phenyl)amino)pyrazin-2-yl)oxy)ethyl)acrylamide